methyl (3-((((1S,2S)-2-(2-amino-5-(1-methyl-1H-pyrazol-4-yl)nicotinamido)cyclopentyl)oxy)methyl)benzoyl)glycinate NC1=C(C(=O)N[C@@H]2[C@H](CCC2)OCC=2C=C(C(=O)NCC(=O)OC)C=CC2)C=C(C=N1)C=1C=NN(C1)C